N-[4-(2,4-difluorophenoxy)-3-(6-methyl-7-oxo-6,7-dihydro-1H-pyrrolo[2,3-c]pyridin-4-yl)phenyl]-N-(2-methoxyethyl)ethanesulfonamide FC1=C(OC2=C(C=C(C=C2)N(S(=O)(=O)CC)CCOC)C=2C3=C(C(N(C2)C)=O)NC=C3)C=CC(=C1)F